2'-chloro-N-(5-(4-(difluoromethyl)picolinoyl)-5,6-dihydro-4H-pyrrolo[3,4-d]thiazol-2-yl)-5'-methoxy-6-methyl-[4,4'-bipyridine]-3-carboxamide ClC1=NC=C(C(=C1)C1=C(C=NC(=C1)C)C(=O)NC=1SC2=C(N1)CN(C2)C(C2=NC=CC(=C2)C(F)F)=O)OC